3-(benzyloxy)-5-bromo-2-(2,3-dichlorophenyl)pyrazine C(C1=CC=CC=C1)OC=1C(=NC=C(N1)Br)C1=C(C(=CC=C1)Cl)Cl